OC(C(=O)N1CCC2=CC(=CC=C12)C1=CC=C(C(=O)O)C=C1)(C)C 4-(1-(2-hydroxy-2-methylpropanoyl)indolin-5-yl)benzoic Acid